CN(C1CN(C1)C(=O)C1=C(C=C(C=C1)NC=1N=CC2=C(N1)CN(CC2)C2=C(C1=C(OCCN1C(=O)OC(C)(C)C)N=C2)C)C)C tert-butyl 7-[2-({4-[3-(dimethylamino) azetidine-1-carbonyl]-3-methyl phenyl} amino)-5H,6H,7H,8H-pyrido[3,4-d]pyrimidin-7-yl]-8-methyl-1H,2H,3H-pyrido[2,3-b][1,4]oxazine-1-carboxylate